C(C)(=O)O[C@H]1[C@@H](O[C@@H]([C@H]([C@@H]1OC(C)=O)OC(C)=O)C(=O)OC)OC1=C(C=CC2=C1C[C@H]1CCCN([C@@H]1C2)CCC)OC (2S,3R,4S,5S,6S)-2-(((4aR,10aR)-7-methoxy-1-propyl-1,2,3,4,4a,5,10,10a-octahydrobenzo[g]quinolin-6-yl)oxy)-6-(methoxycarbonyl)tetrahydro-2H-pyran-3,4,5-triyl triacetate